FC(C(F)F)(OC1=CC=C(CNC=2C=CC=C3C(=CC=NC23)C=2C=NN(C2)CC(F)(F)F)C=C1)F N-(4-(1,1,2,2-tetrafluoroethoxy)benzyl)-4-(1-(2,2,2-trifluoroethyl)-1H-pyrazol-4-yl)quinolin-8-amine